CC1(OC2=C([C@@H]3C=C(CC[C@@H]13)C)C(=CC(=C2)CCC)OC2[C@@H]([C@H]([C@@H]([C@H](O2)O)O)O)CO)C (2S,3S,4R,5R)-6-{[(6aR,10aR)-6,6,9-trimethyl-3-propyl-6H,6aH,7H,8H,10aH-benzo[c]isochromen-1-yl]oxy}-5-(hydroxymethyl)oxane-2,3,4-triol